5-((1S,5R)-1-(5-((1-methylpiperidin-4-yl)amino)-1,3,4-oxadiazol-2-yl)-5-(trifluoromethyl)-3-azabicyclo[3.1.0]hexan-3-yl)quinoline-8-carbonitrile CN1CCC(CC1)NC1=NN=C(O1)[C@@]12CN(C[C@]2(C1)C(F)(F)F)C1=C2C=CC=NC2=C(C=C1)C#N